(1-(pyridin-2-yl)-1H-1,2,3-triazol-4-yl)methyl acetate C(C)(=O)OCC=1N=NN(C1)C1=NC=CC=C1